CC1C(CCC(=C1)C)CO 2,4-dimethyl-3-cyclohexene-1-methanol